C=1(C(=CC=C2C=CC=CC12)S)S NAPHTHALENEDITHIOL